1-(4-(1-methyl-1H-1,2,3-triazol-4-yl)phenyl)ethan-1-one CN1N=NC(=C1)C1=CC=C(C=C1)C(C)=O